FC(OC1=C(C=C(C=C1)C1CC2(CNC2)CC1)C)F 6-(4-(Difluoromethoxy)-3-methylphenyl)-2-azaspiro[3.4]octan